tert-butyl (R)-6-ethyl-2,2-difluoro-6,7-dihydro-[1,3]dioxolano[4',5':4,5]benzo[1,2-f][1,4]oxazepine-8(9H)-carboxylate C(C)[C@H]1OC2=C(CN(C1)C(=O)OC(C)(C)C)C=C1C(=C2)OC(O1)(F)F